CC1(COC2=CC(=CC=C2C1NC(O[C@@H]1CN2CCC1CC2)=O)C2=CC=C1C=NN(C1=C2)C)C (S)-quinuclidin-3-yl (3,3-dimethyl-7-(1-methyl-1H-indazol-6-yl)chroman-4-yl)carbamate